3-[6-(2,6-Diazaspiro[3.3]hept-2-yl)-5-fluoro-3-pyridinyl]piperidine-2,6-dione C1N(CC12CNC2)C2=C(C=C(C=N2)C2C(NC(CC2)=O)=O)F